hexa(tridecyl)-1,1,3-tris(2-methyl-4-hydroxy-5-tert-butylphenyl)butane triphosphite P(O)(O)O.P(O)(O)O.P(O)(O)O.C(CCCCCCCCCCCC)C(C(C(C(C1=C(C=C(C(=C1)C(C)(C)C)O)C)(C1=C(C=C(C(=C1)C(C)(C)C)O)C)CCCCCCCCCCCCC)(CCCCCCCCCCCCC)CCCCCCCCCCCCC)(C1=C(C=C(C(=C1)C(C)(C)C)O)C)CCCCCCCCCCCCC)CCCCCCCCCCCCC